C(CCC\C=C/CC)OC(CCC(=O)OCCCCCCN(CCCCCCCC(=O)OC\C=C\CCCCC)CCO)OCCCC\C=C/CC (E)-oct-2-en-1-yl 8-((6-((4,4-bis(((Z)-oct-5-en-1-yl)oxy)butanoyl)oxy)hexyl)(2-hydroxyethyl)amino)octanoate